N-methyl-N-ethyl-pyrrolidinium chloride [Cl-].C[N+]1(CCCC1)CC